ClC1=C(C(=C(C2=CC=CC=C12)C1=C(C=CC2=CC=CC=C12)P(C1=CC(=CC(=C1)C)C)C1=CC(=CC(=C1)C)C)P(C1=CC(=CC(=C1)C)C)C1=CC(=CC(=C1)C)C)Cl dichloro[(R)-(-)-2,2'-bis[di(3,5-xylyl)phosphino]-1,1'-binaphthyl]